7-Cyclobutoxy-N-(1-methyl-1H-pyrazol-3-yl)-2-(1-methyl-2-oxabicyclo[2.1.1]hexan-4-yl)imidazo[1,2-a]pyridine-6-carboxamide C1(CCC1)OC1=CC=2N(C=C1C(=O)NC1=NN(C=C1)C)C=C(N2)C21COC(C2)(C1)C